FC1=CC=C(C=C1)N1C(=C(C2=C1C=C1C=NN(C1=C2)S(=O)(=O)C2=CC=CC=C2)I)C2CCOCC2 5-(4-fluorophenyl)-7-iodo-1-(phenylsulfonyl)-6-(tetrahydro-2H-pyran-4-yl)-1,5-dihydropyrrolo[2,3-f]indazole